6-bromo-7-methoxy-1-methyl-4-[4-methyl-4-(5-methyl-1,3-benz-oxazol-2-yl)piperidin-1-yl]-2-oxo-1,2-dihydroquinoline-3-carbonitrile BrC=1C=C2C(=C(C(N(C2=CC1OC)C)=O)C#N)N1CCC(CC1)(C=1OC2=C(N1)C=C(C=C2)C)C